(1SR,2RS)-N-(tert-butyldimethylsilyl)-2-(3-chlorophenyl)cyclopropane-1-sulfonamide [Si](C)(C)(C(C)(C)C)NS(=O)(=O)[C@@H]1[C@H](C1)C1=CC(=CC=C1)Cl |r|